FC=1C=C(C=CC1C1=NOC(=N1)C(F)(F)F)CN1OCC(C1=O)(C)C 2-[[3-fluoro-4-[5-(trifluoromethyl)-1,2,4-oxadiazol-3-yl]phenyl]methyl]-4,4-dimethyl-isoxazolin-3-one